BrC=1C=C(C(=NC1)[N+](=O)[O-])OC(C)(C)C1=C(C=CC(=C1)F)C1=NN(C=C1CC=1C=NN(C1)CC(F)(F)F)C 5-bromo-3-((2-(5-fluoro-2-(1-methyl-4-((1-(2,2,2-trifluoroethyl)-1H-pyrazol-4-yl)methyl)-1H-pyrazol-3-yl)phenyl)propan-2-yl)oxy)-2-Nitropyridine